FC1=C(C=CC(=N1)N1C[C@@H](C[C@@H](C1)O)O)C=1NC2=CC=C(C=C2C1)O (3R,5S)-1-[6-Fluoro-5-(5-hydroxy-1H-indol-2-yl)pyridin-2-yl]piperidine-3,5-diol